C(CCCCC)(=O)OCC ethyl caproate